FC=1C=C(C=C(C1CO)C1=CC2=C(NC=N2)C=C1)CC#N 2-(3-fluoro-4-(hydroxymethyl)-5-(1H-benzimidazol-5-yl)phenyl)acetonitrile